COC1=C(C(=CC(=C1)OC)CCCCC)S(=O)(=O)OC1=CC=CC=C1 phenyl 2,4-dimethoxy-6-pentylbenzenesulfonate